1,1,1,2,2-pentafluoro-6,6-dimethyl-3,5-heptanedione FC(C(C(CC(C(C)(C)C)=O)=O)(F)F)(F)F